C12C(C(C(C=C1)C2)CO)CO 5-Norbornene-2,3-dimethanol